BrC1=CC=CC=2C(=C(OC21)C)CN(C)CC2=CC=C(C=C2)OC (7-bromo-2-methylbenzofuran-3-yl)-N-(4-methoxybenzyl)-N-methyl-methylamine